FC=1C=CC(=C(C1)[C@@H](N1C(C2=CC(=CC=C2C1)C1=CC=C(C=C1)N1CCC(CC1)N1CCNCC1)=O)C=1NC2=CC=CC=C2C1)O (R)-2-((5-fluoro-2-hydroxyphenyl)(1H-indol-2-yl)methyl)-6-(4-(4-(piperazin-1-yl)piperidin-1-yl)phenyl)isoindolin-1-one